(1R,2S,3R,5R)-3-(5-(4-Benzylthiazol-2-yl)-7H-pyrrolo[2,3-d]pyrimidin-7-yl)-5-(((3-(phenethylamino)propyl)amino)methyl)cyclopentane-1,2-diol C(C1=CC=CC=C1)C=1N=C(SC1)C1=CN(C=2N=CN=CC21)[C@H]2[C@@H]([C@@H]([C@H](C2)CNCCCNCCC2=CC=CC=C2)O)O